2-bromo-2-chloro-1-isopropyl-1H-imidazo[4,5-b]pyridine BrC1(N(C=2C(=NC=CC2)N1)C(C)C)Cl